(2R,11S,11aR)-7-Fluoro-2-hydroxy-6-isopropoxy-8,11-dimethyl-2,3,11,11a-tetrahydro-1H,5H-benzo[f]pyrrolo[2,1-c][1,4]oxazepin-5-one FC=1C(=CC2=C(C(N3[C@@H]([C@@H](O2)C)C[C@H](C3)O)=O)C1OC(C)C)C